CC1=CC=CC(=N1)C1=C(N=CN1)C=1C=C2C=C(C=NC2=CC1)C1=CC[C@@H](CC1)NC(=O)[C@H]1NC(CC1)=O (2S)-N-[(1R)-4-[6-[5-(6-methyl-2-pyridyl)-1H-imidazol-4-yl]-3-quinolyl]cyclohex-3-en-1-yl]-5-oxo-pyrrolidine-2-carboxamide